N-(3-methyl-4-((1-methyl-1H-benzo[d][1,2,3]triazol-5-yl)oxy)phenyl)-6-(piperidin-4-yl)pyrido[3,2-d]pyrimidin-4-amine CC=1C=C(C=CC1OC1=CC2=C(N(N=N2)C)C=C1)NC=1C2=C(N=CN1)C=CC(=N2)C2CCNCC2